4-Bromofluoren BrC1=CC=CC=2CC3=CC=CC=C3C12